FC=1C=C2C(=CNC2=CC1)C(C(=O)N(C)CCO)=O 2-(5-fluoro-1H-indol-3-yl)-N-(2-hydroxyethyl)-N-methyl-2-oxo-acetamide